ClC=1C=C(C#N)C=C(C1)C(C)(C)O 3-chloro-5-(2-hydroxy-prop-2-yl)benzonitrile